N-(1-cyanocyclopropyl)-9-(5-(di-fluoromethyl)-1,3,4-thiadiazol-2-yl)-4-((3S,4S)-3-fluoro-4-methoxypiperidin-1-yl)-9H-pyrimido[4,5-b]indole-7-sulfonamide C(#N)C1(CC1)NS(=O)(=O)C1=CC=C2C3=C(N(C2=C1)C=1SC(=NN1)C(F)F)N=CN=C3N3C[C@@H]([C@H](CC3)OC)F